3-chloro-4-methoxyperoxybenzoic acid ClC=1C=C(C(=O)OO)C=CC1OC